5-(((2-hydroxyethyl)(methyl)amino)methyl)-4-iodopyridin-2(1H)-one OCCN(C)CC=1C(=CC(NC1)=O)I